2,3,4,5-tetrafluoro-N-(6-fluoro-7-(2-fluoro-6-hydroxyphenyl)-1-(2-isopropylphenyl)-2-oxo-1,2-dihydropyrido[2,3-d]pyrimidin-4-yl)-6-methylbenzenesulfonamide FC1=C(C(=C(C(=C1F)F)F)C)S(=O)(=O)NC=1C2=C(N(C(N1)=O)C1=C(C=CC=C1)C(C)C)N=C(C(=C2)F)C2=C(C=CC=C2O)F